bis[3-diethoxyethylsilylpropyl]amine C(C)OC(C[SiH2]CCCNCCC[SiH2]CC(OCC)OCC)OCC